triethoxy(i-butyl)silane C(C)O[Si](CC(C)C)(OCC)OCC